benzopentacene C1=CC=CC=2C=CC=3C=C4C=C5C=C6C=CC=CC6=CC5=CC4=CC3C21